CN(C(CCC(=O)O)=O)C N,N-Dimethylsuccinamic acid